NC1=NC2=CC=C(C=C2C=C1C)C(=O)N([C@@H](C)C1=NC=CC=N1)CC1=NC=C(C=C1C)C#N 2-amino-N-((5-cyano-3-methyl-2-pyridinyl)methyl)-3-methyl-N-((1S)-1-(2-pyrimidinyl)ethyl)-6-quinolinecarboxamide